BrC1=CC=C(C=C1)C(C=1C(=NN(C1O)C1=CC=NC=C1)C)C=1C(=NN(C1O)C1=CC=NC=C1)C 4,4'-((4-bromophenyl)methylene)bis(3-methyl-1-(pyridin-4-yl)-1H-pyrazol-5-ol)